FC1=C(C=CC=C1)C(=NC(C)=O)C1=C(OC2=C1C=CC=C2)C(F)(F)F N-((2-Fluorophenyl)(2-(trifluoromethyl)benzofuran-3-yl)methylene)acetamide